C1N(CC12OCCC2)CC2=CC=C(C=C2)C2=CC=C(C=C2)CC2=CC=C(C=C2)N2N=C(N=C2C)C(=O)N 1-(4-((4'-((5-oxa-2-azaspiro[3.4]oct-2-yl)methyl)-[1,1'-biphenyl]-4-yl)methyl)phenyl)-5-methyl-1H-1,2,4-triazole-3-carboxamide